FC1(C2=CC=CC=C2C=2C=CC=CC12)C(=O)N1C(C2C(C1)CCC2)C(=O)NC(CC2C(NCC2)=O)C(CO)=O 2-(9-fluoro-9H-fluorene-9-carbonyl)-N-(4-hydroxy-3-oxo-1-(2-oxopyrrolidin-3-yl)butan-2-yl)octahydrocyclopenta[c]pyrrole-1-carboxamide